C(=N)[NH3+] methanimidoylazanium